5-((4-(3,5-difluorophenyl)piperazin-1-yl)methyl)-2-(2,4-dioxotetrahydropyrimidine-1(2H)-yl)isoindoline-1,3-dione FC=1C=C(C=C(C1)F)N1CCN(CC1)CC=1C=C2C(N(C(C2=CC1)=O)N1C(NC(CC1)=O)=O)=O